tert-butyl 7-(2-((4-methoxyphenyl)sulfonyl)hydrazineylidene)-3-oxa-9-azabicyclo[3.3.1]nonane-9-carboxylate COC1=CC=C(C=C1)S(=O)(=O)NN=C1CC2COCC(C1)N2C(=O)OC(C)(C)C